(R,Z)-6-((amino(methylamino)methylene)amino)-N-(1-(2-fluorophenyl)ethyl)-N-((5-(2-fluoropropane-2-yl)pyridin-2-yl)methyl)nicotinamide N/C(/NC)=N/C1=NC=C(C(=O)N(CC2=NC=C(C=C2)C(C)(C)F)[C@H](C)C2=C(C=CC=C2)F)C=C1